N-(2-ethyl-6-hydroxy-1,2,3,4-tetrahydronaphthalen-1-yl)-2-oxo-6-(trifluoromethyl)-1,2-dihydropyridine-3-carboxamide C(C)C1C(C2=CC=C(C=C2CC1)O)NC(=O)C=1C(NC(=CC1)C(F)(F)F)=O